N-(5-((2-(4-azaspiro[2.4]heptan-4-yl)ethyl)carbamoyl)-2-methylpyridin-3-yl)-2-(1-methyl-1H-pyrazol-4-yl)pyrazolo[5,1-b]thiazole-7-carboxamide C1CC12N(CCC2)CCNC(=O)C=2C=C(C(=NC2)C)NC(=O)C=2C=NN1C2SC(=C1)C=1C=NN(C1)C